NC=1C(=NC=C(N1)N1CCC(CC1)(C)CN)SC=1C(=C(C(=O)NS(=O)(=O)C2=CC=NC=C2)C=CC1)Cl 3-((3-Amino-5-(4-(aminomethyl)-4-methylpiperidin-1-yl)pyrazin-2-yl)thio)-2-chloro-N-(pyridin-4-ylsulfonyl)benzamide